N-[1-(4-chloropyridin-3-yl)ethyl]-5-[5-(trifluoromethyl)-1,2,4-oxadiazol-3-yl]pyrimidin-2-amine ClC1=C(C=NC=C1)C(C)NC1=NC=C(C=N1)C1=NOC(=N1)C(F)(F)F